4,4-difluoro-cyclohexanemethanol FC1(CCC(CC1)CO)F